4-((6-((aminooxy)methyl)-2-phenylimidazo[1,2-a]pyridin-3-yl)amino)benzoic acid NOCC=1C=CC=2N(C1)C(=C(N2)C2=CC=CC=C2)NC2=CC=C(C(=O)O)C=C2